NC1=NC=CC(=N1)OC1CCC(CC1)C(=O)OC Methyl (1s,4s)-4-((2-aminopyrimidin-4-yl)oxy)cyclohexane-1-carboxylate